(4E,6Z,9Z)-nonadeca-4,6,9-triene CCC\C=C\C=C/C\C=C/CCCCCCCCC